2,2,2-Trifluoro-1-(4-fluorophenyl)ethan-1-imine FC(C(=N)C1=CC=C(C=C1)F)(F)F